4-(8-chloro-1,7-naphthyridin-3-yl)-4-oxobutylcarbamic acid tert-butyl ester C(C)(C)(C)OC(NCCCC(=O)C=1C=NC2=C(N=CC=C2C1)Cl)=O